FC=1C=C(C=C(C1NC(=O)C=1COCC1C(=O)NS(N)(=O)=O)F)C1=CC(=CC=C1)OC([2H])([2H])[2H] N3-(3,5-Difluoro-3'-(methoxy-d3)-[1,1'-biphenyl]-4-yl)-N4-sulfamoyl-2,5-dihydrofuran-3,4-di-carboxamide